OC(=O)C(F)(F)F.C(CCC)N1C(C2=CN=CC=C2C(=C1)C1=CC(=C(C(=C1)F)OC1CCNCC1)F)=O 2-butyl-4-(3,5-difluoro-4-(piperidin-4-yloxy)phenyl)-2,7-naphthyridin-1(2H)-one TFA salt